[C@H]12CN(C[C@H](CC1)N2)C2=NC(=NC1=CC(=CC=C21)C=2C=CC1=C(N=C(O1)N)C2)OC[C@H]2N(CCC2)C 5-(4-((1R,5S)-3,8-diazabicyclo[3.2.1]octan-3-yl)-2-(((S)-1-methylpyrrolidin-2-yl)methoxy)quinazolin-7-yl)benzo[d]oxazol-2-amine